C(C)(C)(C)[C@@H]1N=C(OC1)C1=C(C=CC=C1)NC(=O)C=1C=2N(C=CC1)C(=NN2)C2=CC=CC=C2 (S)-N-(2-(4-(tert-butyl)-4,5-dihydrooxazol-2-yl)phenyl)-3-phenyl-[1,2,4]triazolo[4,3-a]pyridine-8-carboxamide